phenylpropionat C1(=CC=CC=C1)OC(CC)=O